5,6,7,8-tetrahydro-4H-thiazolo[4,5-d]azepin-2-amine Hydrobromide Br.S1C(=NC=2CCNCCC21)N